CC1=CC=C(C=C1)S(=O)(=O)O.CC1=CC=C(C=C1)S(=O)(=O)O.FC=1C=C(C#N)C=CC1COC1=NC(=CC=C1)N1CC=2CNCC2C1 3-fluoro-4-(((6-(3,4,5,6-tetrahydropyrrolo[3,4-c]pyrrol-2(1H)-yl)pyridin-2-yl)oxy)methyl)benzonitrile bis(4-methylbenzenesulfonate)